1-[3-({4-[2-(benzyloxy)phenyl]-1,3,5-triazin-2-yl}amino)phenyl]methanesulfonamide trifluoroacetate FC(C(=O)O)(F)F.C(C1=CC=CC=C1)OC1=C(C=CC=C1)C1=NC(=NC=N1)NC=1C=C(C=CC1)CS(=O)(=O)N